2-(6-((2-((4-(4-(dimethylamino)azepan-1-yl)-3-methoxyphenyl)amino)-5-methylthieno[2,3-d]pyrimidin-4-yl)amino)pyridin-2-yl)propan-2-ol CN(C1CCN(CCC1)C1=C(C=C(C=C1)NC=1N=C(C2=C(N1)SC=C2C)NC2=CC=CC(=N2)C(C)(C)O)OC)C